4-[(2S,4R)-4-cyclopropyl-1-[(5-methoxy-7-methyl-1H-indol-4-yl)methyl]piperidine-2-yl]-2-fluorobenzoic acid C1(CC1)[C@H]1C[C@H](N(CC1)CC1=C2C=CNC2=C(C=C1OC)C)C1=CC(=C(C(=O)O)C=C1)F